N,N-bis(aminomethyl)-methanediamine NCN(CN)CN